N=S(=O)(C1=CC(=CC=C1)C)C.[Ar] argon imino(methyl)(3-methylphenyl)-λ6-sulfanone